di(triisopropylsilyl)amine C(C)(C)[Si](C(C)C)(C(C)C)N[Si](C(C)C)(C(C)C)C(C)C